trishydroxyaminomethane ONC(NO)NO